ClC1=NN(C(C=C1Cl)=O)[C@H](C(=O)OC)CC(C)C Methyl (S)-2-(3,4-dichloro-6-oxopyridazin-1(6H)-yl)-4-methylpentanoate